5-(benzyloxy)-1,3-difluoro-2-nitrobenzene C(C1=CC=CC=C1)OC=1C=C(C(=C(C1)F)[N+](=O)[O-])F